N-{6-[(2-amino-4-fluorophenyl)amino]-6-oxohexyl}-3-{4-[(3,5-difluorophenyl)amino]phenyl}-1H-pyrazole-5-carboxamide NC1=C(C=CC(=C1)F)NC(CCCCCNC(=O)C1=CC(=NN1)C1=CC=C(C=C1)NC1=CC(=CC(=C1)F)F)=O